P(=O)(O)(O)OC=1C(=C2C=CC=CC2=CC1C1=CC=CC2=CC=CC=C12)C1=CC(=CC2=CC=CC=C12)C1=CC=CC2=CC=CC=C12 (R)-3,3'-bis(1-naphthyl)-1,1'-binaphthol phosphate